CC=1C=C(C=CC1)/C(=C/C=O)/C (E)-3-(3-methylphenyl)but-2-enal